C(C)(C)(C)OC(=O)N1CCN(CC1)C=1C=NN2C1C=CC(=C2)C2=CC=C(C=C2)F 4-(6-(4-Fluorophenyl)pyrazolo[1,5-a]pyridin-3-yl)piperazine-1-carboxylic acid tert-butyl ester